tert-butyl (2-methoxy-2-(3-methoxy-4-((3-(4-methoxy-3-(pentyloxy)phenyl)-2-oxotetrahydropyrimidin-1(2H)-yl)methyl)phenyl)ethyl)carbamate COC(CNC(OC(C)(C)C)=O)C1=CC(=C(C=C1)CN1C(N(CCC1)C1=CC(=C(C=C1)OC)OCCCCC)=O)OC